C/C(=C\\C=C\\C=C(/C)\\C=C\\C=C(/C)\\C(=O)O[C@H]1[C@@H]([C@H]([C@@H]([C@H](O1)CO[C@H]2[C@@H]([C@H]([C@@H]([C@H](O2)CO)O)O)O)O)O)O)/C=C/C=C(\\C)/C(=O)O[C@H]3[C@@H]([C@H]([C@@H]([C@H](O3)CO)O)O)O The molecule is a diester resulting from the formal condensation of the carboxylic acid group of beta-D-gentiobiosyl crocetin with the anomeric hydroxy group of beta-D-glucopyranose. It is a beta-D-glucoside and a diester.